3-(2-(diethylamino)ethyl)-7-hydroxy-4-methyl-2H-chromen-2-one C(C)N(CCC=1C(OC2=CC(=CC=C2C1C)O)=O)CC